C[Si](C)(C)C#CC=1N=CC(=NC1)C=O 5-((trimethylsilyl)ethynyl)pyrazine-2-carbaldehyde